C(CCC)P(O)(=O)CCCC di(n-butyl)phosphinic acid